N-cyclopropyl-2-(difluoromethoxy)-6-methoxy-4-[7-(1-methylazetidin-3-yl)oxyimidazo[1,2-a]pyridin-3-yl]benzamide C1(CC1)NC(C1=C(C=C(C=C1OC)C1=CN=C2N1C=CC(=C2)OC2CN(C2)C)OC(F)F)=O